CC1=NC=CC(=N1)C=1C(=C2C(=NC1)NC=C2)NC2CC(C2)NC(OC(C)(C)C)=O tert-butyl ((1s,3s)-3-((5-(2-methylpyrimidin-4-yl)-1H-pyrrolo[2,3-b]pyridin-4-yl)amino)cyclobutyl)carbamate